(rac)-2'-{6-amino-5-[(3-fluorophenyl)methoxy]pyridin-3-yl}-N-(propan-2-yl)-5',6'-dihydrospiro[pyrrolidine-3,4'-pyrrolo[1,2-b]pyrazole]-1-carboxamide NC1=C(C=C(C=N1)C=1C=C2N(N1)CC[C@]21CN(CC1)C(=O)NC(C)C)OCC1=CC(=CC=C1)F |r|